C(C)C12CC3(CC(CC(C1)C3)C2)CC(=O)N 2-(3-ethyl-adamantan-1-yl)acetamide